4-(prop-2-yn-1-yl)-piperazine-1-carboxylic acid tert-butyl ester C(C)(C)(C)OC(=O)N1CCN(CC1)CC#C